1-(2-(piperidin-4-yl)-2H-indazol-6-yl)dihydropyrimidine-2,4(1H,3H)-dione N1CCC(CC1)N1N=C2C=C(C=CC2=C1)N1C(NC(CC1)=O)=O